C(C1=CC=CC=C1)OC1=C(C(=CC=C1)F)C(O)C1=CN=C2C(=NC(=NN21)OC[C@H]2N(CCC2)C)OC(C)(C)C (2-(benzyloxy)-6-fluorophenyl)(4-(tert-butoxy)-2-(((S)-1-methylpyrrolidin-2-yl)methoxy)imidazo[2,1-f][1,2,4]triazin-7-yl)methanol